(2R,3S,5R)-5-(6-amino-2-fluoro-9H-purin-9-yl)-2-ethynyl-2-(hydroxymethyl)tetrahydrofuran-3-yl heptanoate C(CCCCCC)(=O)O[C@@H]1[C@](O[C@H](C1)N1C2=NC(=NC(=C2N=C1)N)F)(CO)C#C